1,3,5-Tris(2,3-epoxypropyl)-1,3,5-triazine C(C1CO1)N1CN(CN(C1)CC1CO1)CC1CO1